ClC1=CC=C(C(=O)N2C(SCC2)=S)C=C1 3-(4-chlorobenzoyl)-2-thiazolidinethione